N-{3-[6-Amino-8-(5-iodo-2,3-dihydro-benzofuran-6-ylsulfanyl)-purin-9-yl]-propyl}-2,2-dimethyl-propionamide NC1=C2N=C(N(C2=NC=N1)CCCNC(C(C)(C)C)=O)SC1=CC2=C(CCO2)C=C1I